ClC(C(=O)[O-])(Cl)Cl.[NH4+] ammonium trichloroacetate